2-methyl-5-nitrobenzofuran-7-carboxamide CC=1OC2=C(C1)C=C(C=C2C(=O)N)[N+](=O)[O-]